ClCC(CC1(N(C[C@@H](C1)O)C(=O)OC(C)(C)C)C(=O)OC)=C 1-(tert-butyl) 2-methyl (4R)-2-(2-(chloromethyl)allyl)-4-hydroxypyrrolidine-1,2-dicarboxylate